C[C@@H]1OC[C@]2(CC=3N=C(N=C(C3CO2)N2CCOCCC2)S(=O)(=O)C)C2=CC(=CC=C12)NC(OC(C)(C)C)=O |r| tert-butyl ((1SR,4SR)-1-methyl-2'-(methylsulfonyl)-4'-(1,4-oxazepan-4-yl)-5',8'-dihydrospiro[isochromane-4,7'-pyrano[4,3-d]pyrimidin]-6-yl)carbamate